dimethyl-(dimethylamino)silane C[SiH](N(C)C)C